FC=1C(=CC2=C(C(NC=3CNCC(C23)N(C(=O)C2=CN3C=CC=C3C=C2)C)=O)C1)F N-(8,9-difluoro-6-oxo-1,2,3,4,5,6-hexahydrobenzo[c][1,7]naphthyridin-1-yl)-N-methylindolizine-6-carboxamide